pentacenyl methylethyl ether CC(C)OC1=CC=CC2=CC3=CC4=CC5=CC=CC=C5C=C4C=C3C=C12